C1C(CC12CCC2)C(C)=O 1-(spiro[3.3]heptan-2-yl)ethanone